COC(=O)C1=CN=CCS1 [1,4]thiazine-6-carboxylic acid methyl ester